1,4-dimethylpyridinium iodide [I-].C[N+]1=CC=C(C=C1)C